C(C)N1C=[N+](C(=C1)C)C 1-ethyl-3,4-dimethylimidazolium